1-(pyridin-3-ylsulfonyl)-1H-indole-3-carbaldehyde N1=CC(=CC=C1)S(=O)(=O)N1C=C(C2=CC=CC=C12)C=O